N,N-bis(2-aminoethyl)-6-azidocaproylamine dihydrochloride Cl.Cl.NCCN(CCN)C(CCCCCN=[N+]=[N-])=O